O[C@@H]1C[C@@H](CCC1)N1C(=NC2=C3CC[C@@H](NC3=CC=C21)C)CN2C(C=CC=C2)=O (7S)-3-[(1R,3S)-3-Hydroxycyclohexyl]-7-methyl-2-[(2-oxo-1,2-dihydropyridin-1-yl)methyl]-3H,6H,7H,8H,9H-imidazo[4,5-f]chinolin